C(C)(C)(C)NS(=O)(=O)C1=CC=C(C=C1)C1(C(NC2=CC=CC=C12)=O)O N-tert-butyl-4-(3-hydroxy-2-oxo-indolin-3-yl)benzenesulfonamide